C(SCC1=CC=CC=C1)([O-])=O S-benzyl thiocarbonate